2-((1E,3E)-1-cyano-4-(4-(dimethylamino)phenyl)but-1,3-dien-1-yl)benzo[d]thiazole-6-carboxylic acid C(#N)/C(=C\C=C\C1=CC=C(C=C1)N(C)C)/C=1SC2=C(N1)C=CC(=C2)C(=O)O